BrC=1C=CC=2N(N1)C=C(N2)C 6-bromo-2-methylimidazo[1,2-b]Pyridazine